C(C)OC1=C(C=C(C=C1)C1=CC=C(C=C1)CNC(C)C)S(=O)(=O)N1CCC2(C[C@@H](CO2)NC[C@@H](COC=2C=C(C=CC2)S(=O)(=O)NC)O)CC1 3-((S)-3-((S)-8-(4-ethoxy-4'-((isopropylamino)methyl)biphenyl-3-ylsulfonyl)-1-oxa-8-azaspiro[4.5]decan-3-ylamino)-2-hydroxypropoxy)-N-methylbenzenesulfonamide